4-chloro-10-(4-hydroxypiperidin-4-yl)-7,7-dimethylindolo[1,2-a]quinazolin-5(7H)-one ClC=1C=2C(N=C3N(C2C=CC1)C1=CC(=CC=C1C3(C)C)C3(CCNCC3)O)=O